1-(4-(3-((6-chloroquinolin-4-yl)amino)-5-methoxyphenyl)-1H-pyrazol-1-yl)-2-methylpropan-2-ol ClC=1C=C2C(=CC=NC2=CC1)NC=1C=C(C=C(C1)OC)C=1C=NN(C1)CC(C)(O)C